BrC1=C2C=CN(C2=CC(=C1)C)C1CCN(CC1)C(=O)[O-] 4-(4-bromo-6-methyl-1H-indol-1-yl)piperidine-1-carboxylate